2-(2,6-diisopropylanilino)-2-oxo-acetic acid C(C)(C)C1=C(NC(C(=O)O)=O)C(=CC=C1)C(C)C